C(C)N1C(C=CC2=CC=C(C(=C12)CC=O)F)=O 2-(1-Ethyl-7-fluoro-2-oxo-1,2-dihydroquinolin-8-yl)acetaldehyde